C(C)(C)(C)OC(=O)N(C1=NC2=CC(=C(C=C2C=N1)Cl)C1CCN(CC1)C1COC1)C(=O)OC(C)(C)C N,N-bis(tert-butyloxycarbonyl)-6-chloro-7-(1-(oxetan-3-yl)piperidin-4-yl)quinazolin-2-amine